4-(heptafluoroisopropyl)-phenylamine FC(C(C(F)(F)F)(C1=CC=C(C=C1)N)F)(F)F